((3S*,4R*,Z)-2-{[(tert-butyldimethyl-silyl)oxy]imino}-4-(4-methoxyphenyl)-pyrrolidin-3-yl)carbamic acid benzyl ester C(C1=CC=CC=C1)OC(N[C@@H]1/C(/NC[C@H]1C1=CC=C(C=C1)OC)=N/O[Si](C)(C)C(C)(C)C)=O |o1:10,14|